5-phenyl-2-isoxazoline-3-carboxylic acid ethyl ester C(C)OC(=O)C1=NOC(C1)C1=CC=CC=C1